methyl-tolyleneisocyanate CCC=1C(=CC(=CC1)N=C=O)N=C=O